O[C@@]1(C(N([C@@H](C1)C(F)(F)F)C)=O)C1=CC(=NO1)C1=CC(=CC=C1)B1OC(C(O1)(C)C)(C)C (3R,5S)-3-hydroxy-1-methyl-3-(3-(3-(4,4,5,5-tetramethyl-1,3,2-dioxaborolan-2-yl)phenyl)isoxazol-5-yl)-5-(trifluoromethyl)pyrrolidin-2-one